O=C1N([C@@H]2CC[C@H](N1C2)C(OCC)=N)OS(=O)(=O)O Ethyl (2S,5R)-7-oxo-6-(sulfooxy)-1,6-diazabicyclo[3.2.1]octane-2-carbimidate